[2-(1-ethoxyethoxy) ethyl] acetate C(C)(=O)OCCOC(C)OCC